COCCN[C@H]1CC[C@@H](OC1)C=O ((2R,5S)-5-((2-methoxyethyl)amino)tetrahydro-2H-pyran-2-yl)methanone